methylidene-1,5,9-triazacyclododecane-1-sulfonamide C=C1N(CCCNCCCNCC1)S(=O)(=O)N